2-Amino-4,4-dimethyl-pentanoic acid NC(C(=O)O)CC(C)(C)C